Cl.NCC(C)(C)NC(OCC1=CC=CC=C1)=O benzyl N-(2-amino-1,1-dimethyl-ethyl)carbamate hydrochloride salt